N12CCN(C(CC1)CC2)C(CCC)C2=NC1=CC=C(C=C1C(N2CC)=O)Br 2-(1-(1,4-diazabicyclo[3.2.2]nonan-4-yl)butyl)-6-bromo-3-ethylquinazolin-4(3H)-one